(1R,3S,5R)-2-(2-(4-amino-1H-pyrrolo[3,2-c]pyridin-1-yl)acetyl)-N-(3-chloro-2-fluorobenzyl)-2-azabicyclo[3.1.0]hexane-3-carboxamide NC1=NC=CC2=C1C=CN2CC(=O)N2[C@@H]1C[C@@H]1C[C@H]2C(=O)NCC2=C(C(=CC=C2)Cl)F